CC1=CN(C2=CC=C(C=C12)NC(C=C)=O)C1=NC(=NC=C1C)NC=1C=NN(C1)C N-[3-Methyl-1-[5-methyl-2-[(1-methylpyrazol-4-yl)amino]pyrimidin-4-yl]indol-5-yl]prop-2-enamide